1-Propyl-3-Methylpyrrolium chlorid [Cl-].C(CC)[NH+]1C=C(C=C1)C